ClC1=C(C2=C(C3=C(CCN(CC3)C(CO)=O)N2)N=C1OC)Cl 1-(3,4-dichloro-2-methoxy-6,7,9,10-tetrahydropyrido[2',3':4,5]pyrrolo[2,3-d]azepin-8(5H)-yl)-2-hydroxyethan-1-one